C(#N)C1=NC(=NC=C1)N1CCC2(CC1)[C@@H](C1=CC=CC=C1C2)N[S@](=O)C(C)(C)C (R)-N-((S)-1'-(4-cyanopyrimidin-2-yl)-1,3-dihydrospiro[indene-2,4'-piperidine]-1-yl)-2-methylpropane-2-sulfinamide